N(C(=O)C)C1=CC=C(C=C1)NC1=C(CN(C(C2=C(C=CC=C2)Cl)=O)CC=2OC=CC2)C=C(C=C1)Cl N-(2-(4-Acetaminophenylamino)-5-chlorobenzyl)-2-chloro-N-(furan-2-ylmethyl)benzamide